ClC=1N=CC=C2C1NC(=C2)C(=O)N(C)C2CC(C2)(F)F 7-chloro-N-(3,3-difluorocyclobutyl)-N-methyl-1H-pyrrolo[2,3-c]pyridine-2-carboxamide